6-(2,4-dimethylthiazol-5-yl)-2-((1-(3-(trifluoromethyl)pyridin-2-yl)piperidin-4-yl)methyl)pyridazin-3(2H)-one CC=1SC(=C(N1)C)C=1C=CC(N(N1)CC1CCN(CC1)C1=NC=CC=C1C(F)(F)F)=O